4-((3-(2,3-difluoro-4-methoxyphenyl)imidazo[1,2-a]pyrazin-8-yl)amino)-2-ethyl-N-(pent-4-yn-1-yl)benzamide FC1=C(C=CC(=C1F)OC)C1=CN=C2N1C=CN=C2NC2=CC(=C(C(=O)NCCCC#C)C=C2)CC